2-chloro-N-([6-[5-cyclopropyl-3-(trifluoromethyl)pyrazol-1-yl]pyridin-3-yl]methyl)-5-nitropyrimidin-4-amine ClC1=NC=C(C(=N1)NCC=1C=NC(=CC1)N1N=C(C=C1C1CC1)C(F)(F)F)[N+](=O)[O-]